2-bromo-5-(cis-3-(trifluoromethoxy)cyclobutyl)-1,3,4-oxadiazole BrC=1OC(=NN1)[C@@H]1C[C@@H](C1)OC(F)(F)F